ethyl 2-(6-formylpyridin-2-yl)-2-methylpropanoate C(=O)C1=CC=CC(=N1)C(C(=O)OCC)(C)C